C(C=C)(=O)N1CCN(CC1)C1=CC(N(C2=CC(=C(C=C12)F)C1=C(C=CC=C1Cl)N)C1=C(C=CC=C1C)CC)=O 4-(4-acryloylpiperazin-1-yl)-7-(2-Amino-6-chlorophenyl)-1-(2-ethyl-6-methylphenyl)-6-fluoroquinolin-2(1H)-one